1-[6-[3-(difluoromethoxy)-5-methyl-pyrazol-1-yl]-5-(difluoromethyl)-2-pyridyl]-N-(6-methylpyridazin-3-yl)-6-(oxetan-3-yloxy)benzimidazol-5-amine FC(OC1=NN(C(=C1)C)C1=C(C=CC(=N1)N1C=NC2=C1C=C(C(=C2)NC=2N=NC(=CC2)C)OC2COC2)C(F)F)F